(2S)-2-aminobutane-1,3-diol N[C@@H](CO)C(C)O